(S)-1,2-hexanediol C([C@H](CCCC)O)O